N-(t-butoxycarbonyl)-1,4-butanediamine C(C)(C)(C)OC(=O)NCCCCN